1-((5-(benzylthio)-3-fluoropyridin-2-yl)methyl)-6-methoxy-7-phenyl-1,3-dihydro-2H-imidazo[4,5-c]pyridin-2-one C(C1=CC=CC=C1)SC=1C=C(C(=NC1)CN1C(NC=2C=NC(=C(C21)C2=CC=CC=C2)OC)=O)F